(-)-5-[3-[3-[4-(2,4-Difluorophenyl)phenyl]azetidin-1-yl]-3-oxo-propyl]pyrrolidin-2-one FC1=C(C=CC(=C1)F)C1=CC=C(C=C1)C1CN(C1)C(CCC1CCC(N1)=O)=O